[2,2'-binaphthyl]-1-ylboronic acid C1(=C(C=CC2=CC=CC=C12)C1=CC2=CC=CC=C2C=C1)B(O)O